Dimethylbutoxy(3-isopropenylphenyl)silane C[Si](C1=CC(=CC=C1)C(=C)C)(OCCCC)C